ClC1=NN2C(N=CC3=C2[C@@](CN3C(=O)NC=3C=NC(=C(C3)Cl)N3N=CC(=N3)OC)(C(F)(F)F)C)=C1 (R)-2-chloro-N-(5-chloro-6-(4-methoxy-2H-1,2,3-triazol-2-yl)pyridin-3-yl)-8-methyl-8-(trifluoromethyl)-7,8-dihydro-6H-pyrazolo[1,5-a]pyrrolo[2,3-e]pyrimidine-6-carboxamide